C1=CC=CC=2C3=CC=CC=C3C(C12)COC(NCCOCCOCCOCCC(=O)O)=O 1-(9H-fluoren-9-yl)-3-oxo-2,7,10,13-tetraoxa-4-azahexadecan-16-oic acid